C(CCCCCCC\C=C/C\C=C/CCCCC)(=O)OCC(COC(=O)OCCCN1CCN(CC1)C)COC(\C=C(/CCCCCCCCCC)\CCCCCCCC)=O 3-(((3-(4-methylpiperazin-1-yl)propoxy)carbonyl)oxy)-2-((((Z)-3-octyltridec-2-enoyl)oxy)methyl)propyl (9Z-12Z)-octadeca-9,12-dienoate